sodium bisulphite sodium benzaldehyde salt C(C1=CC=CC=C1)=O.[Na+].S([O-])(O)=O.[Na+].S([O-])(O)=O